tert-butyl (S)-(1-((1,3-bis(4-fluorophenyl)-2-methylpropan-2-yl)amino)-1-oxopropan-2-yl)carbamate FC1=CC=C(C=C1)CC(CC1=CC=C(C=C1)F)(C)NC([C@H](C)NC(OC(C)(C)C)=O)=O